tert-Butyl 3-((6-((4,4-difluorocyclohexyl)amino)-2-(3-(hydroxymethyl)-4-methyl-1H-pyrazol-1-yl)pyrimidin-4-yl)oxy)azetidine-1-carboxylate FC1(CCC(CC1)NC1=CC(=NC(=N1)N1N=C(C(=C1)C)CO)OC1CN(C1)C(=O)OC(C)(C)C)F